p-cyanoacetophenone CC(=O)C1=CC=C(C=C1)C#N